1-((4-methylpiperidin-4-yl)methyl)piperidin CC1(CCNCC1)CN1CCCCC1